tert-butyl (3S)-3-(4-piperidyloxy)pyrrolidine-1-carboxylate hydrochloride Cl.N1CCC(CC1)O[C@@H]1CN(CC1)C(=O)OC(C)(C)C